6-((2,6-Dimethylpyrimidin-4-yl)amino)-N-ethoxy-4-((4-methyl-2-(N-methylethylsulfonamido)phenyl)amino)nicotinamide CC1=NC(=CC(=N1)NC1=NC=C(C(=O)NOCC)C(=C1)NC1=C(C=C(C=C1)C)N(S(=O)(=O)CC)C)C